CC1=CC=C(C=C1)S(=O)(=O)OCCC=CCCOS(=O)(=O)C1=CC=C(C)C=C1 1,6-bis(p-toluenesulfonyloxy)hex-3-ene